(R)-1,1-difluoro-1-(2-fluoro-3-(1-((6-(4-(hydroxymethyl)-4-methylpiperidin-1-yl)-2-methyl-8,9-dihydro-7H-cyclopenta[h]quinazolin-4-yl)amino)ethyl)phenyl)-2-methylpropan-2-ol FC(C(C)(O)C)(C1=C(C(=CC=C1)[C@@H](C)NC1=NC(=NC2=C3C(=C(C=C12)N1CCC(CC1)(C)CO)CCC3)C)F)F